NC1=C(C(N(C2=C(C=CC=C12)Br)C)=O)C(=O)OCC Ethyl 4-amino-8-bromo-1-methyl-2-oxo-quinoline-3-carboxylate